NC/C(/CN1N=CN(C1=O)CC1=CC=C(S1)N1C(CCC2=CC=CC(=C12)C)=O)=C\F [5-[[1-[(E)-2-(aminomethyl)-3-fluoro-allyl]-5-oxo-1,2,4-triazol-4-yl]methyl]-2-thienyl]-8-methyl-3,4-dihydro-1H-quinolin-2-one